(R)-1-(4-(4-((4-((1-(difluoromethyl)-1H-benzo[d][1,2,3]triazol-5-yl)oxy)-3-methylphenyl)amino)pyrido[3,2-d]pyrimidin-6-yl)-2-methylpiperazin-1-yl)prop-2-en-1-one FC(N1N=NC2=C1C=CC(=C2)OC2=C(C=C(C=C2)NC=2C1=C(N=CN2)C=CC(=N1)N1C[C@H](N(CC1)C(C=C)=O)C)C)F